4,4'-((1,10-phenanthroline-2,9-diyl)bis(1H-1,2,3-triazole-4,1-diyl))bis(2-hydroxybenzoic acid) N1=C(C=CC2=CC=C3C=CC(=NC3=C12)C=1N=NN(C1)C1=CC(=C(C(=O)O)C=C1)O)C=1N=NN(C1)C1=CC(=C(C(=O)O)C=C1)O